4-fluoro-N-(1-(5-(4-methoxypyrimidin-2-yl)-5,6,7,8-tetrahydro-1,5-naphthyridin-2-yl)cyclopropyl)benzamide FC1=CC=C(C(=O)NC2(CC2)C2=NC=3CCCN(C3C=C2)C2=NC=CC(=N2)OC)C=C1